[Ga].[Ni].FC1=CC=C(C=C1)NC(C1=C(C=CC(=C1)C1=CC=CC=2NC(NC21)=O)C)=O N-(4-fluorophenyl)-2-methyl-5-(2-oxo-2,3-dihydro-1H-benzo[d]imidazol-4-yl)benzamide nickel-gallium